N[C@@H](CCN1CCC(CC1)C1=C2C(C=3N(C=4C=CC=C(C4C(N3)=O)Cl)C2=CC=C1)(C)C)C1=CC=C(C=C1)C1=C(N=CS1)C (S)-8-(1-(3-amino-3-(4-(4-methylthiazol-5-yl)phenyl)propyl)piperidin-4-yl)-4-chloro-7,7-dimethylindolo[1,2-a]quinazolin-5(7H)-one